diethyl (1-ethylbenzylidene)malonate C(C)C1(C=C(C(=O)OCC)C(=O)OCC)CC=CC=C1